N-(2-hydroxyeth-yl)-4-[3-(4-phenoxy-phenyl)imidazo[1,2-a]pyrazin-6-yl]benzamide OCCNC(C1=CC=C(C=C1)C=1N=CC=2N(C1)C(=CN2)C2=CC=C(C=C2)OC2=CC=CC=C2)=O